ClC1=C(C=O)C=CC(=C1)OCCCN1CC(C1)O 2-chloro-4-(3-(3-hydroxyazetidin-1-yl)propoxy)benzaldehyde